ClC1=CC=C(C=C1)C=1C=2C=CC=3N(C2N=C(C1)C1CCC1)C=C(N3)C=3OC=NN3 2-(4-(4-chlorophenyl)-2-cyclobutylimidazo[1,2-a][1,8]naphthyridin-8-yl)-1,3,4-oxadiazole